C(C1=CC=CC=C1)O[C@@H]1C(O[C@@H]2OC(O[C@@H]21)(C)C)(CO)CO ((3aR,6S,6aR)-6-(benzyloxy)-2,2-dimethyl-tetrahydrofuro[2,3-d][1,3]dioxole-5,5-diyl)dimethanol